N[C@@H]1C[C@H](CC1)NC1=CC=C(C=N1)N1N=CC=C(C1=O)Cl 2-(6-(((1S,3S)-3-Aminocyclopentyl)amino)pyridin-3-yl)-4-chloropyridazin-3(2H)-one